C1(CCC1)N1[C@H](CNC(C1)=O)C1=CC=C(C=C1)NC(OCC1=CC=C(C=C1)Cl)=O 4-chlorobenzyl (S)-(4-(1-cyclobutyl-5-oxopiperazin-2-yl)phenyl)carbamate